NCCCNC(=O)C1CCN(CC1)C=1C=C2C(N(N=C(C2=CC1)C)C1C(NC(CC1)=O)=O)=O N-(3-aminopropyl)-1-[3-(2,6-dioxopiperidin-3-yl)-1-methyl-4-oxo-3,4-dihydrophthalazin-6-yl]piperidine-4-carboxamide